C[C@H]1[C@@H](CCCC1)C1=CN=C(S1)N1C([C@@H]2N(CCN(C2)C#N)CC1)=O (R)-8-(5-((1R,2R)-2-methylcyclohexyl)thiazol-2-yl)-9-oxooctahydro-2H-pyrazino[1,2-a]pyrazine-2-carbonitrile